FC(C(=O)O)(F)F.C[C@H]1CN(CCN1C=1N=CC2=C(N1)C(=NC=N2)NC2=CC(=C(C=C2)OC2=CC1=C(N(N=N1)C)C=C2)C)C(C=C)=O (S)-1-(3-methyl-4-(8-((3-methyl-4-((1-methyl-1H-benzo[d][1,2,3]triazol-5-yl)oxy)phenyl)amino)pyrimido[5,4-d]pyrimidin-2-yl)piperazin-1-yl)prop-2-en-1-one 2,2,2-trifluoroacetate